6,6-dimethyl-3-((7-(4-methyl-3-(piperazin-2-ylmethyl)-6-(trifluoromethyl)pyridin-2-yl)thieno[3,2-b]pyridin-2-yl)methyl)-3-azabicyclo[3.1.0]hexane-2,4-dione CC1(C2C(N(C(C12)=O)CC1=CC2=NC=CC(=C2S1)C1=NC(=CC(=C1CC1NCCNC1)C)C(F)(F)F)=O)C